bis(2-butyloctyl) 10-[(N-ethyl-S-octyl-sulfonimidoyl)-[(1-methyl-4-piperidyl)methyl]amino]nonadecanedioate C(C)N=S(=O)(CCCCCCCC)N(C(CCCCCCCCC(=O)OCC(CCCCCC)CCCC)CCCCCCCCC(=O)OCC(CCCCCC)CCCC)CC1CCN(CC1)C